(1R,2R,3aS,10aR)-1-[(1E,3S)-3-hydroxy-1-octen-1-yl]-6-(1H-tetrazol-5-yl)-2,3,3a,9,10,10a-hexahydro-1H-benzo[b]cyclopenta[f]oxepin-2-ol O[C@H](/C=C/[C@H]1[C@@H](C[C@H]2[C@@H]1CCC1=C(O2)C=C(C=C1)C1=NN=NN1)O)CCCCC